BrC1=NN=C(S1)N1C[C@H]2CC[C@@H](C1)C2NC(OCCCl)=O 2-Chloroethyl ((1R,5S,8s)-3-(5-bromo-1,3,4-thiadiazol-2-yl)-3-azabicyclo[3.2.1]octan-8-yl)carbamate